(4-bromo-1-(2-((tert-butyldiphenylsilyl)oxy)ethyl)-1H-pyrazol-3-yl)methanol BrC=1C(=NN(C1)CCO[Si](C1=CC=CC=C1)(C1=CC=CC=C1)C(C)(C)C)CO